Ethyl (S)-3-amino-3-(6'-cyano-4-fluoro-2',3',5-trimethyl-[1,1'-biphenyl]-3-yl)propanoate N[C@@H](CC(=O)OCC)C=1C=C(C=C(C1F)C)C1=C(C(=CC=C1C#N)C)C